tert-butyl (3-(4-amino-6-chloropyrimidin-5-yl)prop-2-yn-1-yl)(methyl)carbamate NC1=NC=NC(=C1C#CCN(C(OC(C)(C)C)=O)C)Cl